Cl.N1CC(CC1)C1=NN(C2=CC=CC=C12)C1=CC=C(C=C1)C(F)(F)F 3-(pyrrolidin-3-yl)-1-(4-(trifluoromethyl)phenyl)-1H-indazole hydrochloride